ClC1=C2C(=NC(=C1)C)N(C=C2)S(=O)(=O)C2=CC=C(C)C=C2 4-chloro-6-methyl-1-(p-toluenesulfonyl)pyrrolo[2,3-b]pyridine